tert-butoxy[4-({6-chloro-3-methyl-1H-pyrazolo[3,4-d]pyrimidin-4-yl}oxy)piperidin-1-yl]methanol C(C)(C)(C)OC(O)N1CCC(CC1)OC1=C2C(=NC(=N1)Cl)NN=C2C